ClC1=CC=C(C(=O)NC2CN(CCC2)C=2N=NC(=CC2)C2=C(C=CC=C2)OC)C=C1 4-chloro-N-(1-(6-(2-methoxyphenyl)pyridazin-3-yl)piperidin-3-yl)benzamide